ClC1=CC=C2C(C(NC2=C1F)=O)=O 6-chloro-7-fluoroindole-2,3-dione